ClN1C(N(C(C2CCCC=C12)=O)Cl)=O 1,3-dichlorotetrahydroquinazoline-2,4-dione